ClC1=C(C(=O)NC2=C3C=NN(C3=CC=C2)C2=CC(=NC=C2)C2CC2)C=C(C=C1)CNC(=O)C1(CC1)O 2-chloro-N-[1-(2-cyclopropylpyridin-4-yl)-1H-indazol-4-yl]-5-({[(1-hydroxycyclopropyl)carbonyl]amino}methyl)benzamide